BrC1=C(C(=NN1C=1C(=NC(=CC1)C)C)OCC(CO[Si](C)(C)C(C)(C)C)F)[N+](=O)[O-] 3-(5-bromo-3-(3-((tert-butyldimethylsilyl)oxy)-2-fluoropropoxy)-4-nitro-1H-pyrazol-1-yl)-2,6-dimethylpyridine